C(#N)C1=CC2=C(N=C(N=C2)NC=2C=CC3=C(CN(CCC3)C(=O)OC(C)(C)C)C2)N(C1=O)C1CCCC1 tert-butyl 8-((6-cyano-8-cyclopentyl-7-oxo-7,8-dihydropyrido[2,3-d]pyrimidin-2-yl)amino)-1,3,4,5-tetrahydro-2H-benzo[c]azepine-2-carboxylate